Spiro[9H-fluoren-9,12'(11'H)-benzindeno[2,1-a]carbazol] C1=CC=CC=2C1=CC=C1C3(C=4C(=CC=C5C6=CC=CC=C6NC45)C21)C2=CC=CC=C2C=2C=CC=CC23